3,4-dihydronaphthalen-2-yl trifluoromethanesulfonate FC(S(=O)(=O)OC1=CC2=CC=CC=C2CC1)(F)F